tert-butyl (3R)-4-(3-(aminomethyl)-6-(8-oxa-3-azabicyclo[3.2.1]octan-3-yl)pyridazin-4-yl)-3-methylpiperazine-1-carboxylate NCC=1N=NC(=CC1N1[C@@H](CN(CC1)C(=O)OC(C)(C)C)C)N1CC2CCC(C1)O2